2-(4-(2-(pyridin-2-yl)ethoxy)phenyl)ethylamine N1=C(C=CC=C1)CCOC1=CC=C(C=C1)CCN